Cl.Cl.FC1(CC(CC(C1)N)N)F 5,5-difluorocyclohexane-1,3-diamine dihydrochloride